(S)-1-(8,9-difluoro-6-((2-aminoethyl)amino)-1,4-dihydro-2H-pyrano[3,4-c]isoquinolin-1-yl)-3-(3-(difluoromethyl)-4-fluorophenyl)-1-methylurea FC=1C(=CC=2C3=C(N=C(C2C1)NCCN)COC[C@H]3N(C(=O)NC3=CC(=C(C=C3)F)C(F)F)C)F